8-chloro-6-(2-fluorophenyl)-4H-pyrazolo[1,5-a][1,4]benzodiazepine-3-carboxylic acid ClC=1C=CC2=C(C(=NCC=3N2N=CC3C(=O)O)C3=C(C=CC=C3)F)C1